5-(5-fluoro-3a,5,6,6a-tetrahydro-4H-cyclopenta[d]isoxazol-3-yl)-2-methoxybenzoic acid FC1CC2C(C(=NO2)C=2C=CC(=C(C(=O)O)C2)OC)C1